C(#C)C=1C=C(C=CC1)NC(C1=CC=CC=C1)=O N-(3-ethynylphenyl)benzamide